C(CCCCCCC)[N+]1(CCCC1)C n-octyl-n-methylpyrrolidinium